C(C(O)C)(=O)[O-].C(C(O)C)(=O)[O-].C(C(O)C)(=O)[O-].[Al+3] Aluminium trilactat